4,5-dimethoxy-2-aminobenzoic acid COC1=CC(=C(C(=O)O)C=C1OC)N